5-[2-(2-Methoxy-5-trifluoromethyl-phenylamino)-5-methyl-pyrimidin-4-ylamino]-3H-benzooxazol-2-one COC1=C(C=C(C=C1)C(F)(F)F)NC1=NC=C(C(=N1)NC=1C=CC2=C(NC(O2)=O)C1)C